2-(3-{[4-methane-sulfonyl-2-(trifluoro-methyl)phenyl]amino}prop-1-yn-1-yl)-N-[(1R,4R)-4-{2-oxa-6-azaspiro[3.3]heptan-6-yl}cyclohexyl]-1-(2,2,2-trifluoroethyl)-1H-indol-4-amine CS(=O)(=O)C1=CC(=C(C=C1)NCC#CC=1N(C=2C=CC=C(C2C1)NC1CCC(CC1)N1CC2(COC2)C1)CC(F)(F)F)C(F)(F)F